2-(3-ethylsulfinyl-5-trifluoromethyl-pyridin-2-yl)-1-methyl-5-trifluoromethyl-1H-benzimidazole C(C)S(=O)C=1C(=NC=C(C1)C(F)(F)F)C1=NC2=C(N1C)C=CC(=C2)C(F)(F)F